CC=1SC(=C(N1)C)C(=O)O 2,4-dimethylthiazole-5-carboxylic acid